1-(8-nitroquinolin-4-yl)ethan-1-one [N+](=O)([O-])C=1C=CC=C2C(=CC=NC12)C(C)=O